COC1=C(C=C(C=C1)C(F)(F)F)C1=NN=C(O1)C(=O)N 5-(2-methoxy-5-(trifluoromethyl)phenyl)-1,3,4-oxadiazole-2-carboxamide